tert-butyl-4-(azido(4,5-dichloro-2-methoxyphenyl)methyl)piperidine C(C)(C)(C)N1CCC(CC1)C(C1=C(C=C(C(=C1)Cl)Cl)OC)N=[N+]=[N-]